1-(6-methoxy-2-(1H-pyrazol-1-yl)-7-(3-(pyrrolidin-1-yl)propoxy)quinazolin-4-yl)piperidin-2-ol COC=1C=C2C(=NC(=NC2=CC1OCCCN1CCCC1)N1N=CC=C1)N1C(CCCC1)O